(1S,3R)-1-[5-(4-ethylpiperazin-1-yl)-2-thienyl]-2-(2-fluoro-2-methyl-propyl)-3-methyl-1,3,4,9-tetrahydropyrido[3,4-b]indole C(C)N1CCN(CC1)C1=CC=C(S1)[C@H]1N([C@@H](CC2=C1NC1=CC=CC=C21)C)CC(C)(C)F